(S)-7-ethyl-3-fluoro-7-hydroxy-14-methyl-10,14-dihydro-11H-pyrano[3',4':6,7]indolizino[2,1-b][1,8]naphthyridine-5,8,11(7H,13H)-trione C(C)[C@]1(C(OCC=2C(N3CC=4N(C=5N=CC(=CC5C(C4C3=CC21)=O)F)C)=O)=O)O